C1(CC1)S(=O)(=O)N1N=CC(=C1)C1=NC=CC(=N1)NC1=NC=C(C(=C1)N1CCC(CC1)NCCC(C)C)C#CC=1C=NN(C1)C 2-(1-(cyclopropylsulfonyl)-1H-pyrazol-4-yl)-N-(4-(4-(isopentylamino)piperidin-1-yl)-5-((1-methyl-1H-pyrazol-4-yl)ethynyl)pyridin-2-yl)pyrimidin-4-amine